2-(4-(3-((4-ethylphenyl)sulfonyl)-6-(trifluoromethoxy)quinolin-4-yl)piperazin-1-yl)ethan-1-ol C(C)C1=CC=C(C=C1)S(=O)(=O)C=1C=NC2=CC=C(C=C2C1N1CCN(CC1)CCO)OC(F)(F)F